(3-(5-(3-(4,4-dimethylcyclohexyl)ureido)-2-methylphenylethyl)-1H-pyrazol-5-yl)-4-((1-isopropylazetidin-3-yl)oxy)benzamide CC1(CCC(CC1)NC(NC=1C=CC(=C(C1)CCC1=NNC(=C1)C1=C(C(=O)N)C=CC(=C1)OC1CN(C1)C(C)C)C)=O)C